6-Chloro-3-((1-(2,4-dimethylbenzoyl)-4-hydroxypiperidin-4-yl)methyl)-7-(3-methyl-4-((3s,6r)-6-methylmorpholin-3-yl)phenyl)-3,7-dihydro-4H-pyrrolo[2,3-d]pyrimidin-4-one ClC1=CC2=C(N=CN(C2=O)CC2(CCN(CC2)C(C2=C(C=C(C=C2)C)C)=O)O)N1C1=CC(=C(C=C1)[C@@H]1NC[C@H](OC1)C)C